C1(=CC=CC=2C3=CC=CC=C3C=CC12)B(O)O phenanthrene-1-boronic Acid